4-(methyl sulfonyl)benzyl (1-hydroxy-7-methyl-1,3-dihydrobenzo[c][1,2]oxaborole-6-carbonyl)-L-valinate OB1OCC2=C1C(=C(C=C2)C(=O)N[C@@H](C(C)C)C(=O)OCC2=CC=C(C=C2)S(=O)(=O)C)C